C1(CC1)C1=C(C(=NO1)C1=C(C=CC=C1)OC(F)(F)F)COC12CCC(CC1)(CC2)C2=NOC(=N2)C2=CC=CC(=N2)C(=O)O 6-(3-(4-((5-cyclopropyl-3-(2-(trifluoromethoxy)phenyl)isoxazol-4-yl)methoxy)bicyclo[2.2.2]octan-1-yl)-1,2,4-oxadiazol-5-yl)picolinic acid